NC1=CC(=NC(=C1)NC1=C(C=CC=C1)O)C(=O)N(C1=CC=CC=C1)C 4-amino-6-((2-hydroxyphenyl)amino)-N-methyl-N-phenylpyridinamide